C(C)(C)(C)NS(=O)(=O)C=1C=C(C=CC1)NC(=O)C1=NC=C(N=C1N1CCC(CC1)C(C)C)NC(CO)(C)C N-(3-(N-(tert-butyl)sulfamoyl)phenyl)-5-((1-hydroxy-2-methylpropan-2-yl)amino)-3-(4-isopropylpiperidin-1-yl)pyrazine-2-carboxamide